14-Methyltriacontane CC(CCCCCCCCCCCCC)CCCCCCCCCCCCCCCC